ethyl 2-amino-7-[2-[tert-butyl(dimethyl)silyl]oxyethyl]-4-chloro-pyrrolo[2,3-d]pyrimidine-6-carboxylate NC=1N=C(C2=C(N1)N(C(=C2)C(=O)OCC)CCO[Si](C)(C)C(C)(C)C)Cl